2,5-dimethoxy-4-tert-butylsulfanyl-phenethylamine COC1=C(CCN)C=C(C(=C1)SC(C)(C)C)OC